C1(=CC=CC=C1)C1=NC(=NC(=N1)C1=CC=CC=C1)C1=C2C=CC=CC2=C(C2=CC=CC=C12)C=1C=CC2=C(C3=C(O2)C=CC(=C3)C3=NC(=NC(=N3)C3=CC=CC=C3)C3=CC=CC=C3)C1 (8-(10-(4,6-diphenyl-1,3,5-triazin-2-yl)anthracen-9-yl)dibenzofuran-2-yl)-4,6-diphenyl-1,3,5-triazine